C(C=CCCCCCCCCCCCCCCCCCCCC)(=O)N tricosenoic acid amide